3-((tert-butyldimethylsilyl)oxy)cyclobutylamine [Si](C)(C)(C(C)(C)C)OC1CC(C1)N